3-(propan-2-yl)pyridin-2-amine CC(C)C=1C(=NC=CC1)N